neodecanoic acid gold [Au].C(CCCCCC(C)(C)C)(=O)O